2,2'-bis(2-hydroxyethoxy)-6,6'-di(phenanthren-9-yl)-1,1'-binaphthyl OCCOC1=C(C2=CC=C(C=C2C=C1)C=1C2=CC=CC=C2C=2C=CC=CC2C1)C1=C(C=CC2=CC(=CC=C12)C=1C2=CC=CC=C2C=2C=CC=CC2C1)OCCO